2-methyl-2-[4-[[(3R)-3-amino-7-(5-tert-butyl-1,3,4-oxadiazol-2-yl)-8-fluoro-1,1,4-trioxo-2,3-dihydro-1λ6,5-benzothiazepin-5-yl]methyl]phenyl]propanenitrile CC(C#N)(C)C1=CC=C(C=C1)CN1C([C@H](CS(C2=C1C=C(C(=C2)F)C=2OC(=NN2)C(C)(C)C)(=O)=O)N)=O